2-cyclobutyl-N-(4-methyl-3-(3-methyl-1H-pyrazol-1-yl)phenyl)acetamide C1(CCC1)CC(=O)NC1=CC(=C(C=C1)C)N1N=C(C=C1)C